1,1-dioxo-3,3-dibutyl-5-phenyl-7-bromo-8-ethoxycarbonylmethoxy-2,3,4,5-tetrahydro-1,2,5-benzothiadiazepine O=S1(NC(CN(C2=C1C=C(C(=C2)Br)OCC(=O)OCC)C2=CC=CC=C2)(CCCC)CCCC)=O